1-(4-[4-[(5RS)-5-(2,6-difluorophenyl)-4,5-dihydro-1,2-oxazol-3-yl]-1,3-thiazol-2-yl]-1-piperidinyl)-2-[5-methyl-3-(trifluoromethyl)-1H-pyrazol-1-yl]ethanone FC1=C(C(=CC=C1)F)[C@H]1CC(=NO1)C=1N=C(SC1)C1CCN(CC1)C(CN1N=C(C=C1C)C(F)(F)F)=O |r|